Tert-butyl 7-(chlorosulfonyl)-2,7-diazaspiro[4.4]nonane-2-carboxylate ClS(=O)(=O)N1CC2(CCN(C2)C(=O)OC(C)(C)C)CC1